C(C#C)S(=O)(=O)[O-].[Li+] lithium propargyl-sulfonate